N-(4-(4-Chlorophenyl)thiazol-2-yl)-2-(cyclopropanesulfonamido)-4-fluorobenzamide ClC1=CC=C(C=C1)C=1N=C(SC1)NC(C1=C(C=C(C=C1)F)NS(=O)(=O)C1CC1)=O